C(C)(C)(C)OC(=O)N1CCN(C2=CC(=CC=C12)OC)C1=CC2=C(N=C(N=C2)S(=O)(=O)C)N(C1=O)C 6-methoxy-4-(8-methyl-2-methylsulfonyl-7-oxo-pyrido[2,3-d]pyrimidin-6-yl)-2,3-dihydroquinoxaline-1-carboxylic acid tert-butyl ester